CC(=C[C@@H](C)OC(C)=O)CCC=C(C)C |r| (+/-)-trans-acetic acid 4,8-dimethyl-3,7-nonadien-2-yl ester